O=C1NC(CCC1C=1C=C(CN(CCN(C2=C(C=C(C(=C2)OC)NC2=NC=CC(=N2)C2=CN(C3=CC=CC=C23)C)NC(C=C)=O)C)C)C=CC1)=O N-(2-((2-((3-(2,6-dioxopiperidin-3-yl)benzyl)(methyl)amino)ethyl)(methyl)amino)-4-methoxy-5-((4-(1-methyl-1H-indol-3-yl)pyrimidin-2-yl)amino)phenyl)acrylamide